6-Chloro-3-(trifluoromethyl)-1-((2-(trimethylsilyl)ethoxy)methyl)-1H-pyrazolo[4,3-c]pyridine ClC1=CC2=C(C=N1)C(=NN2COCC[Si](C)(C)C)C(F)(F)F